8-(3-chlorophenyl)-N-methyl-6,9-dioxo-5-(4-(trifluoromethyl)benzyl)-2,5,8-triazaspiro[3.5]nonane-2-carboxamide ClC=1C=C(C=CC1)N1CC(N(C2(CN(C2)C(=O)NC)C1=O)CC1=CC=C(C=C1)C(F)(F)F)=O